[C@H]12OC[C@H](NC1)C2 (1R,4R)-2-Oxa-5-azabicyclo[2.2.1]heptane